2-chloro-N-(1-methyl-1H-tetrazol-5-yl)-3-(methylthio)-4-(trifluoromethyl)Benzamide tert-Butyl-(R)-4-cyanothiazolidine-3-carboxylate C(C)(C)(C)OC(=O)N1CSC[C@H]1C#N.ClC1=C(C(=O)NC2=NN=NN2C)C=CC(=C1SC)C(F)(F)F